FC(CCC1=NN=C(S1)C(=O)NCC1=NC(=CC=C1)C(F)(F)F)CN1N=NC(=C1)C(NCC1=NC=C(C=C1)C(F)(F)F)=O 5-{3-fluoro-4-[4-({[5-(trifluoromethyl)pyridin-2-yl]methyl}carbamoyl)-1H-1,2,3-triazol-1-yl]butyl}-N-{[6-(trifluoromethyl)pyridin-2-yl]methyl}-1,3,4-thiadiazole-2-carboxamide